C(=O)OC(C)(C)C.C(=O)OC(C)(C)C 1,1-di-tert-butyl diformate